2-phenyl-2,2-dimethoxyacetophenone C1(=CC=CC=C1)C(C(=O)C1=CC=CC=C1)(OC)OC